CC1(C[C@@H](N(C1)C(C=C)=O)C#CC=1C=NC=CC1C1=C(C=2C(NCCC2N1)=O)NC1=C(C(=CC=C1)F)OC)C 2-(3-{2-[(2R)-4,4-dimethyl-1-(prop-2-enoyl)pyrrolidin-2-yl]ethynyl}pyridin-4-yl)-3-[(3-fluoro-2-methoxyphenyl)amino]-1H,5H,6H,7H-pyrrolo[3,2-c]pyridin-4-one